FC=1C=C(C=C(C1)F)C1=CC=CC(=N1)C[C@@H]1N(CC([C@@H]1NS(=O)(=O)CC)(F)F)C(=O)C1OCC1 |r| N-[(2SR,3RS)-2-{[6-(3,5-difluorophenyl)pyridin-2-yl]methyl}-4,4-difluoro-1-(oxetane-2-carbonyl)pyrrolidin-3-yl]-ethanesulfonamide